OCCCC(=O)NC(OC(C)(C)C)=O tert-butyl N-(4-hydroxybutanoyl)carbamate